N-(2-(3-hydroxy-2-methyl-4-oxopyridyl)ethyl)-4-methoxyphthalimide tert-Butyl-(2-(2,6-dioxopiperidin-3-yl)-5-fluoro-1-oxoisoindolin-4-yl)glycinate C(C)(C)(C)N(CC(=O)O)C1=C2CN(C(C2=CC=C1F)=O)C1C(NC(CC1)=O)=O.OC1C(=NC=C(C1=O)CCN1C(C=2C(C1=O)=CC(=CC2)OC)=O)C